The molecule is a phosphatidylcholine 36:3 in which the acyl group specified at positions 1 and 2 are hexadecanoyl and (8Z,11Z,14Z)-eicosatrienoyl respectively. It derives from a hexadecanoic acid and an all-cis-icosa-8,11,14-trienoic acid. CCCCCCCCCCCCCCCC(=O)OC[C@H](COP(=O)([O-])OCC[N+](C)(C)C)OC(=O)CCCCCC/C=C\\C/C=C\\C/C=C\\CCCCC